N1=CN=C(C2=C1NC=C2)C=2C(=NC=CC2)NC=2C=CC(=C(C2)NC(C2=CC(=CC(=C2)F)C(C)(C)C#N)=O)F N-(5-(3-(7H-pyrrolo[2,3-d]pyrimidin-4-yl)pyridin-2-ylamino)-2-fluorophenyl)-3-(2-cyanopropan-2-yl)-5-fluorobenzamide